[N+](=[N-])=C(C(=O)OCC)C(C[C@](C(F)(F)F)(C)CO)=O |r| ethyl rac-2-diazo-6,6,6-trifluoro-5-(hydroxymethyl)-5-methyl-3-oxohexanoate